2-((4-((R)-2-(5-chloro-3-fluoropyridin-2-yl)-2H-chromen-8-yl)piperidin-1-yl)methyl)-1-(((S)-oxetan-2-yl)methyl)-1H-benzo[d]imidazole-6-carboxylic acid ClC=1C=C(C(=NC1)[C@@H]1OC2=C(C=CC=C2C=C1)C1CCN(CC1)CC1=NC2=C(N1C[C@H]1OCC1)C=C(C=C2)C(=O)O)F